5-(5-{2-[1-(2-amino-1,3-benzodiazol-1-yl)-3-azabicyclo[3.2.1]octan-3-yl]ethoxy}-1-methylpyrazol-4-yl)-1-methyl-6-oxopyridine-3-carboxylic acid NC1=NC2=C(N1C13CN(CC(CC1)C3)CCOC3=C(C=NN3C)C3=CC(=CN(C3=O)C)C(=O)O)C=CC=C2